(R)-8-(7,7-difluoro-2-((2S,3R)-3-hydroxy-2-methylazetidin-1-yl)-6,7-dihydro-5H-cyclopenta[d]pyrimidin-4-yl)-2-methyl-3,4-dihydrobenzo[f][1,4]oxazepin-5(2H)-one FC1(CCC2=C1N=C(N=C2C2=CC1=C(C(NC[C@H](O1)C)=O)C=C2)N2[C@H]([C@@H](C2)O)C)F